C1=NC(=CC2=CC=CC=C12)[N] 3-isoquinolyl-Nitrogen